5-(5-chloro-3-difluoromethylthiophen-2-yl)-1H-tetrazole ClC1=CC(=C(S1)C1=NN=NN1)C(F)F